C1(=CC=CC=C1)C1=NC2=C(N1CC1=CC=C(C(=O)O)C=C1)C=CC=C2 4-((2-phenyl-1H-benzo[d]imidazol-1-yl)methyl)benzoic acid